N1=C(C=CC2=NC=CC=C12)C=O 1,5-NAPHTHYRIDINE-2-CARBOXALDEHYDE